[N+](#[C-])C=CC=1N(C2=CC=CC=C2C1)CC (2-Isocyanovinyl)-1-ethyl-indole